iso-butylstyrene C(C(C)C)C=CC1=CC=CC=C1